5-chloro-N-((1r,4r)-4-((3-(6-(3,6-dihydro-2H-pyran-4-yl)pyridin-3-yl)-2-oxo-2,3-dihydro-1H-benzo[d]imidazol-1-yl)methyl)cyclohexyl)-2-methylnicotinamide ClC=1C=NC(=C(C(=O)NC2CCC(CC2)CN2C(N(C3=C2C=CC=C3)C=3C=NC(=CC3)C=3CCOCC3)=O)C1)C